2-(2-chlorobenzyl)-2-(1-chlorocyclopropyl)oxirane ClC1=C(CC2(OC2)C2(CC2)Cl)C=CC=C1